C1=CC=CC=2C3=CC=CC=C3N(C12)C1=CC=NC2=C3N=CC=C(C3=CC=C12)N1C2=CC=CC=C2C=2C=CC=CC12 4,7-dicarbazol-9-yl-[1,10]phenanthroline